[Cl-].C[N+](CC(CNC(C=C)=O)O)(CCCCCCCCCCCCCCCCCC)C dimethyloctadecyl-(2-hydroxy-3-acrylamidopropyl)ammonium chloride